6-hydroxymethyl-5,6,7,8-tetrahydropterin OCC1NC=2C(NC(=NC2NC1)N)=O